(2r,4r)-N-((S)-1-(((6-amino-2-methylpyridin-3-yl)methyl)amino)-1-oxopropan-2-yl)-4-phenylpyrrolidine-2-carboxamide NC1=CC=C(C(=N1)C)CNC([C@H](C)NC(=O)[C@@H]1NC[C@H](C1)C1=CC=CC=C1)=O